NC=1C(NC2=C3C(=C(C=C2C1C1=C2C=NNC2=C(C=C1)Cl)C1CCC1)C=CC=C3)=O 3-amino-4-(7-chloro-1H-indazol-4-yl)-6-cyclobutyl-1H-benzo[h]quinolin-2-one